4-oxo-4-(3-(trifluoromethyl)phenyl)but-2-enoic acid ethyl ester C(C)OC(C=CC(C1=CC(=CC=C1)C(F)(F)F)=O)=O